6-((4-((2-ethyl-4-phenylthiazol-5-yl)oxy)pyridin-2-yl)amino)nicotinic acid C(C)C=1SC(=C(N1)C1=CC=CC=C1)OC1=CC(=NC=C1)NC1=NC=C(C(=O)O)C=C1